O=C1NC(CCC1N1C(C2=CC(=C(C=C2C1=O)N1C=CC=NC=C1)F)=O)=O 3-(2-(2,6-dioxopiperidin-3-yl)-6-fluoro-1,3-dioxoisoindoline-5-yl)-3,6-diazepine